2-((2S,3S,4S)-2-(aminomethyl)-5-chloro-6-fluoro-3-methyl-2-phenyl-2,3-dihydrobenzofuran-4-yl)-3-fluoro-4-(2-methoxyethoxy)benzamide NC[C@@]1(OC2=C([C@@H]1C)C(=C(C(=C2)F)Cl)C2=C(C(=O)N)C=CC(=C2F)OCCOC)C2=CC=CC=C2